IC=1C=C(C=CC1)[C@@H]([C@H](C)O)O 1-(3-iodophenyl)-(S,S)-1,2-propanediol